NC=1C(=C(C(=C(C(=O)NC=2C=C(C=CC2N2C[C@@H](N([C@@H](C2)C)C)C)N2N=NC(=C2)C(=O)OC)C1)Cl)C)F methyl 1-(3-(5-amino-2-chloro-4-fluoro-3-methylbenzamido)-4-((3S,5R)-3,4,5-trimethylpiperazin-1-yl)phenyl)-1H-1,2,3-triazole-4-carboxylate